N-(3-fluoro-4-(5-methoxy-1H-benzo[d][1,2,3]triazol-1-yl)benzyl)methanesulfonamide FC=1C=C(CNS(=O)(=O)C)C=CC1N1N=NC2=C1C=CC(=C2)OC